(S)-5-((R)-3-cyclopropyl-2-hydroxypropanoyl)-N-((S)-3-oxo-1-((S)-2-oxopyrrolidin-3-yl)-4-(trifluoromethoxy)butan-2-yl)-5-azaspiro[2.4]heptane-6-carboxamide C1(CC1)C[C@H](C(=O)N1CC2(CC2)C[C@H]1C(=O)N[C@@H](C[C@H]1C(NCC1)=O)C(COC(F)(F)F)=O)O